tert-butyl (1R,5S)-3-(7-(3-(benzyl oxy)naphthalen-1-yl)-8-fluoro-6-hydroxy-2-(((S)-1-methylpyrrolidin-2-yl)methoxy)quinazolin-4-yl)-3,8-diazabicyclo[3.2.1]octane-8-carboxylate C(C1=CC=CC=C1)OC=1C=C(C2=CC=CC=C2C1)C1=C(C=C2C(=NC(=NC2=C1F)OC[C@H]1N(CCC1)C)N1C[C@H]2CC[C@@H](C1)N2C(=O)OC(C)(C)C)O